2'-methyl[biphenyl] CC1=C(C=CC=C1)C1=CC=CC=C1